(5-chloro-3-cyclopropylpyrazolo[1,5-a]pyrimidin-7-yl)(4-(thiazol-4-yl)benzyl)carbamic acid tert-butyl ester C(C)(C)(C)OC(N(CC1=CC=C(C=C1)C=1N=CSC1)C1=CC(=NC=2N1N=CC2C2CC2)Cl)=O